C(=C)C1=NNC=2CN(CCC21)C(=O)OC(C)(C)C tert-butyl 3-vinyl-1,4,5,7-tetrahydro-6H-pyrazolo[3,4-c]pyridine-6-carboxylate